COC[C@H]1N(C[C@@H](NC1)C)C(=O)OC(C)(C)C tertbutyl (2S,5S)-2-(methoxymethyl)-5-methylpiperazine-1-carboxylate